2-[(6S)-3,6-Dimethyl-5,6-dihydro-4H-cyclopenta[c]pyrazol-2-yl]-1-[(2S)-2-(3-methoxy-2-methyl-phenyl)pyrrolidin-1-yl]ethanone CC1=C2C(=NN1CC(=O)N1[C@@H](CCC1)C1=C(C(=CC=C1)OC)C)[C@H](CC2)C